(Pentamethylcyclopentadienyl)(2-phenylindenyl)zirconium dichloride [Cl-].[Cl-].CC1=C(C(=C(C1(C)[Zr+2]C1C(=CC2=CC=CC=C12)C1=CC=CC=C1)C)C)C